N-((1-ethylpyrrolidin-3-yl)methyl)-1-(3-(4-methoxyphenyl)-1,2,4-oxadiazol-5-yl)piperidine-4-carboxamide formate C(=O)O.C(C)N1CC(CC1)CNC(=O)C1CCN(CC1)C1=NC(=NO1)C1=CC=C(C=C1)OC